N-(6-amino-5-methyl-3-pyridyl)-2-[(2S,5R)-5-methyl-2-(4-pyridyl)-1-piperidyl]-2-oxo-acetamide NC1=C(C=C(C=N1)NC(C(=O)N1[C@@H](CC[C@H](C1)C)C1=CC=NC=C1)=O)C